1,3,4-Trimethyl-5-(4-methyl-6-(piperidin-4-yl)-9H-carbazol-2-yl)pyridin-2(1H)-one CN1C(C(=C(C(=C1)C1=CC=2NC3=CC=C(C=C3C2C(=C1)C)C1CCNCC1)C)C)=O